[(2S,3S,4E,6R,7S,10R)-10-hydroxy-3,7-dimethyl-12-oxo-2-[(E)-1-(5-pyrrolidin-1-ylsulfonylpyridin-3-yl)prop-1-en-2-yl]-1-oxacyclododec-4-en-6-yl] 4-methylpiperazine-1-carboxylate CN1CCN(CC1)C(=O)O[C@H]1/C=C/[C@@H]([C@H](OC(C[C@@H](CC[C@@H]1C)O)=O)/C(=C/C=1C=NC=C(C1)S(=O)(=O)N1CCCC1)/C)C